N1C=CC=2C1=NC=CC2 Z-pyrrolo[2,3-b]pyridine